C(C)C(CC)(CCC)O 3-ethyl-3-hexanol